1-[3-(5-{[(5-chlorothiophen-2-yl)methyl]amino}-1H-pyrazol-3-yl)azetidin-1-yl]-2,2-dimethylpropan-1-one ClC1=CC=C(S1)CNC1=CC(=NN1)C1CN(C1)C(C(C)(C)C)=O